4-isopropylphenyl-1,3-propanediol C(C)(C)C1=CC=C(C=C1)C(CCO)O